CN(C1=CC=C(C=CC2=CCN(C=C2)C)C=C1)C 4-(4-(dimethylamino)styryl)-1-methylpyridine